C1=CC=CC=2C3=CC=CC=C3C(C12)COC(=O)N[C@H](C(=O)OCC=C)CCC(C=[N+]=[N-])=O Allyl (S)-2-((((9H-fluoren-9-yl)methoxy)carbonyl)amino)-6-diazo-5-oxohexanoate